COC=1C(=CC(=NC1)C=C)[N+](=O)[O-] 5-methoxy-4-nitro-2-vinylpyridine